CS(=O)(=O)C1=C(C=C(C=C1)B(O)O)OC (4-Methanesulfonyl-3-methoxyphenyl)boronic acid